BrC1=CC(=C(C(=C1)C)NC(CC(C)(C)C)=O)C1(CC1)F N-(4-bromo-2-(1-fluorocyclopropyl)-6-methylphenyl)-3,3-dimethylbutanamide